2-cyclohexyl-2-(3,3-diethylpentyl)-1-ethoxy-3-methoxypropane C1(CCCCC1)C(COCC)(COC)CCC(CC)(CC)CC